3-((4,4-bis(octyloxy)butanoyl)oxy)-2-((((1-(tetrahydro-2H-pyran-4-yl)azetidin-3-yl)carbamoyl)oxy)methyl)propyl (9Z,12Z)-octadeca-9,12-dienoate C(CCCCCCC\C=C/C\C=C/CCCCC)(=O)OCC(COC(CCC(OCCCCCCCC)OCCCCCCCC)=O)COC(NC1CN(C1)C1CCOCC1)=O